C1(=CC=CC2=CC=CC=C12)C(=O)[O-].[U+2](=O)=O.C1(=CC=CC2=CC=CC=C12)C(=O)[O-] uranyl naphthalate